ClC1=NC=C(C(=N1)NC1CCC(CC1)C(=O)N)[N+](=O)[O-] (1R,4R)-4-((2-chloro-5-nitropyrimidin-4-yl)amino)cyclohexane-1-carboxamide